C(C)(C)(C)OC(=O)N[C@H]1CC(C[C@H]1OC([2H])([2H])[2H])C(=O)O (3S,4R)-3-((tert-Butoxycarbonyl)amino)-4-(methoxy-d3)cyclopentane-1-carboxylic acid